tert-butyl (5-acetamido-2-fluoro-4-(1-oxo-1-((2,2,2-trifluoroethyl)amino)propan-2-yl)phenyl)carbamate C(C)(=O)NC=1C(=CC(=C(C1)NC(OC(C)(C)C)=O)F)C(C(NCC(F)(F)F)=O)C